FC1([C@@H]([C@H](CCC1)N([C@H]1CN(CC1)C(C)C)C)N)F (1S,2R)-3,3-difluoro-N1-methyl-N1-[(3R)-1-(propan-2-yl)pyrrolidin-3-yl]cyclohexane-1,2-diamine